tert-butyl (2R,3S,4S)-4-[(tert-butoxycarbonyl)oxy]-2-[(4-methoxyphenyl)methyl]-3-({[3-(2-methylpropoxy)propyl]carbamoyl}oxy)pyrrolidine-1-carboxylate C(C)(C)(C)OC(=O)O[C@@H]1[C@H]([C@H](N(C1)C(=O)OC(C)(C)C)CC1=CC=C(C=C1)OC)OC(NCCCOCC(C)C)=O